3-(3-amino-5-cyclopropyl-2-oxopyridin-1(2H)-yl)butanenitrile NC=1C(N(C=C(C1)C1CC1)C(CC#N)C)=O